C[C@@H]1N(C[C@@H](N(C1)C)C)CC=1C=CC2=C(C(=NO2)N2C(NC(CC2)=O)=O)C1 1-(5-(((2S,5S)-2,4,5-trimethylpiperazin-1-yl)methyl)benzo[d]isoxazol-3-yl)dihydropyrimidine-2,4(1H,3H)-dione